tert-butyl 4-(5-(2-hydroxy-4'-(3-methyl-2-oxoimidazolidin-1-yl)-[1,1'-biphenyl]-3-yl)isoxazol-3-yl)piperazine-1-carboxylate OC1=C(C=CC=C1C1=CC(=NO1)N1CCN(CC1)C(=O)OC(C)(C)C)C1=CC=C(C=C1)N1C(N(CC1)C)=O